COC1=C(C(=CC=C1)OC)C1=NNC2=NC(=CC=C21)NC(=O)[C@H]2[C@H](C2)F (1S,2S)-N-(3-(2,6-dimethoxyphenyl)-1H-pyrazolo[3,4-b]pyridin-6-yl)-2-fluorocyclopropane-1-carboxamide